1-(Tert-butyl)-3-iodobenzene C(C)(C)(C)C1=CC(=CC=C1)I